O=C1NC(CCN1)=O 2,6-dioxo-dihydropyrimidine